manganese oxyselenide O=[Se].[Mn]